3-(2,4-dimethylbenzenesulfonyl)-8-{6-oxa-2,9-diazaspiro[4.5]decan-2-yl}-4H,5H-[1,2,3]triazolo[1,5-a]quinazolin-5-one CC1=C(C=CC(=C1)C)S(=O)(=O)C=1N=NN2C1NC(C1=CC=C(C=C21)N2CC1(CC2)OCCNC1)=O